C1(=CC=C(C=C1)CN1C=CC=2C(=NC=C(C21)C(=O)NC2CC1(CCC1)C2)OCC)C2=CC=CC=C2 6-(1-([1,1-Biphenyl]-4-ylmethyl)-4-ethoxy-1H-pyrrolo[3,2-c]pyridin-7-carboxamido)spiro[3.3]heptan